BrCCOC([2H])([2H])[2H] 1-bromo-2-(methoxy-d3)ethane